3-(2-hydroxyethyl)-4-methoxybenzofuran-6-carboxylic acid ethyl ester C(C)OC(=O)C1=CC2=C(C(=CO2)CCO)C(=C1)OC